CC(C)(C)C=1C=C(CCC(=O)[O-])C=C(C1)C(C)(C)C 3,5-bis(1,1-dimethylethyl)benzylacetate